(3,5-di-tertiary butyl-4-hydroxy phenyl) propionate C(CC)(=O)OC1=CC(=C(C(=C1)C(C)(C)C)O)C(C)(C)C